1-(4-((2-(1-methylethoxy)ethoxy)methyl)-phenoxy)-3-((1-methylethyl)amino)-2-propanolate fumarate C(\C=C\C(=O)[O-])(=O)[O-].CC(C)OCCOCC1=CC=C(OCC(CNC(C)C)[O-])C=C1